C(C)N1C2=CC=CC=C2C=2C=C(C=CC12)C(O)C1=C2C=CC=NC2=CC=C1 (9-Ethylcarbazol-3-yl)-quinolin-5-ylmethanol